COC1=CC=C(C=N1)NC(CN(C=1C2=C(N=C(N1)C1=NC=CC(=C1)OCC(F)(F)F)CCC2)C)=O N-(6-methoxypyridin-3-yl)-2-[methyl({2-[4-(2,2,2-trifluoroethoxy)pyridin-2-yl]-5H,6H,7H-cyclopenta[d]pyrimidin-4-yl})amino]acetamide